4-bromo-N,5-dimethyl-2-nitro-aniline BrC1=CC(=C(NC)C=C1C)[N+](=O)[O-]